N-(1-(tert-butyl)-1H-pyrazol-4-yl)-2-(2-fluoro-4-((6-(methylsulfinyl)quinolin-4-yl)oxy)phenyl)acetamide C(C)(C)(C)N1N=CC(=C1)NC(CC1=C(C=C(C=C1)OC1=CC=NC2=CC=C(C=C12)S(=O)C)F)=O